C1(CC1)N1C=C(C(C2=CC(=C(C=C12)N1CCNCC1)F)=O)C(=O)NCC1=CC=C(C=C1)C(F)(F)F 1-cyclopropyl-6-fluoro-4-oxo-7-(1-piperazinyl)-N-(4-(trifluoromethyl)benzyl)-1,4-dihydroquinoline-3-carboxamide